FC(C(C)(C)O)(F)C=1C(=C(C=CC1)[C@@H](C)NC1=NC(=NC2=CC3=C(C=C12)N(C(CO3)=O)C)C)F (R)-4-((1-(3-(1,1-difluoro-2-hydroxy-2-methylpropyl)-2-fluorophenyl)ethyl)amino)-2,6-dimethyl-6H-[1,4]oxazino[3,2-g]quinazolin-7(8H)-one